The molecule is a straight-chain, C18 polyunsaturated fatty acid having four conjugated C#C bonds at positions 9, 11, 13 and 15 as well as an (S)-hydroxy group at position 17. It has a role as an antimalarial, an antineoplastic agent and an antiviral agent. It is a tetrayne, a long-chain fatty acid, an acetylenic fatty acid, a straight-chain fatty acid and a hydroxy polyunsaturated fatty acid. C[C@@H](C#CC#CC#CC#CCCCCCCCC(=O)O)O